2,6-dichloro-3,5-difluorobenzyl (1RS)-cis-3-[(Z)-2-chloro-3,3,3-trifluoro-1-propenyl]-2,2-dimethylcyclopropanecarboxylate Cl\C(=C/[C@@H]1C([C@@H]1C(=O)OCC1=C(C(=CC(=C1Cl)F)F)Cl)(C)C)\C(F)(F)F